tert-butyl bis(2-(1,2,5-dithiazepane-5-carboxamido)ethyl)carbamate S1SCCN(CC1)C(=O)NCCN(C(OC(C)(C)C)=O)CCNC(=O)N1CCSSCC1